ClC=1C=C(C=CC1OC(F)(F)F)N(C(C#C[Si](C(C)C)(C(C)C)C(C)C)=O)C1(CCCC1)C(=O)NOC1OCCCC1 1-(N-(3-chloro-4-(trifluoromethoxy)phenyl)-3-(triisopropylsilyl)propiolamido)-N-((tetrahydro-2H-pyran-2-yl)oxy)cyclopentane-1-carboxamide